(S)-N-(2-(2,4-difluorobenzyl)butyl)-6-oxo-1,6-dihydropyrimidine-2-carboxamide FC1=C(C[C@@H](CNC(=O)C=2NC(C=CN2)=O)CC)C=CC(=C1)F